(S)-quinuclidin-3-yl (7-(4-methoxy-3-methylphenyl)-3,3-dimethylchroman-4-yl)carbamate COC1=C(C=C(C=C1)C1=CC=C2C(C(COC2=C1)(C)C)NC(O[C@@H]1CN2CCC1CC2)=O)C